CN(C1CCN(CC1)CC=1C=C(C=C(C1)C(F)(F)F)NC(=O)C1=CSC=2CN(CCC21)C(=O)C2=CN=C1N2C=CC=C1)C N-(3-((4-(dimethylamino)piperidin-1-yl)methyl)-5-(trifluoromethyl)phenyl)-6-(imidazo[1,2-a]pyridine-3-carbonyl)-4,5,6,7-tetrahydrothieno[2,3-c]pyridine-3-carboxamide